2-amino-4H-pyrrolo[3,2-d]thiazol NC=1SC2=C(N1)C=CN2